bromo-2-(difluoromethyl)pyrido[3,2-d]pyrimidin-4-ol BrC=1C=CC=2N=C(N=C(C2N1)O)C(F)F